tert-butyl (2-(3-((tert-butoxycarbonyl)(6-(2-cyanopropan-2-yl)pyridin-3-yl)amino)prop-1-yn-1-yl)-1H-indol-4-yl)(1-methylpiperidin-4-yl)carbamate C(C)(C)(C)OC(=O)N(CC#CC=1NC2=CC=CC(=C2C1)N(C(OC(C)(C)C)=O)C1CCN(CC1)C)C=1C=NC(=CC1)C(C)(C)C#N